2-(4-(2-fluoro-4-nitrophenoxy)-7-methoxyquinolin-6-yl)-N-methylacetamide FC1=C(OC2=CC=NC3=CC(=C(C=C23)CC(=O)NC)OC)C=CC(=C1)[N+](=O)[O-]